3,6-bis(4-fluorobenzyl)-4-methyl-5-(methylthio)pyridazine FC1=CC=C(CC=2N=NC(=C(C2C)SC)CC2=CC=C(C=C2)F)C=C1